CN1N(CC=C1)N1CN=CC(=C1)C(=O)O 3-(1-methyl-pyrazol-2-yl)pyrimidine-5-carboxylic acid